(5-(trifluoromethyl)pyridin-2-yl)methylamine hydrochloride Cl.FC(C=1C=CC(=NC1)CN)(F)F